BrC1=NN2C(C(N(CC2)C)C)=C1 2-bromo-4,5-dimethyl-6,7-dihydro-4H-pyrazolo[1,5-a]pyrazine